N1-([1,1':3',1''-terphenyl]-2'-yl-2,2'',3,3'',4,4'',5,5'',6,6''-d10)-N2-(3-(tert-butyl)-5-(6-(2-methoxyphenyl)-4-phenylpyridin-2-yl)phenyl)benzene-1,2-diamine C1(=C(C(=C(C(=C1[2H])[2H])[2H])[2H])[2H])C1=C(C(=CC=C1)C1=C(C(=C(C(=C1[2H])[2H])[2H])[2H])[2H])NC=1C(=CC=CC1)NC1=CC(=CC(=C1)C1=NC(=CC(=C1)C1=CC=CC=C1)C1=C(C=CC=C1)OC)C(C)(C)C